methylurea nickel-copper [Cu].[Ni].CNC(=O)N